2-(trimethylsilyl)ethyl-6-(3,4-dinitrobenzamido)hexanoate C[Si](CCOC(CCCCCNC(C1=CC(=C(C=C1)[N+](=O)[O-])[N+](=O)[O-])=O)=O)(C)C